BrC=1C=CC=2N(C3=CC=C(C=C3C2C1)Br)C[C@@H](CN1CCN(CC1)CCOCCC(=O)OC(C)(C)C)O tert-butyl (R)-3-(2-(4-(3-(3,6-dibromo-9H-carbazol-9-yl)-2-hydroxypropyl)piperazin-1-yl)ethoxy)propanoate